COC=1C=C(C=CC1O)C=1NC2=NC=CC=C2C1 2-(3-methoxy-4-hydroxyphenyl)-7-azaindole